2-methyl-5-tert-butylaniline CC1=C(N)C=C(C=C1)C(C)(C)C